COC=1C=C2C(=C3CN(C(C13)=O)[C@H]1C(NC(CC1)=O)=O)OCC21CCNCC1 (R)-3-(5-methoxy-6-oxo-6,8-dihydro-2H,7H-spiro[furo[2,3-e]isoindole-3,4'-piperidin]-7-yl)piperidine-2,6-dione